N,N-Dimethyl-1-[5-methyl-2-(5-morpholin-4-yl-3,4'-bipyridin-2'-yl)-1H-imidazol-4-yl]methanamine CN(CC=1N=C(NC1C)C1=NC=CC(=C1)C=1C=NC=C(C1)N1CCOCC1)C